C12C(CC(CC1)C2)NCC(C)C 3-(2-Norbornyl)amino-2-methylpropan